N-[[5-fluoro-6-(2-methylpyridin-4-yl)pyridin-3-yl]methyl]-9H-carbazole-2-carboxamide FC=1C=C(C=NC1C1=CC(=NC=C1)C)CNC(=O)C1=CC=2NC3=CC=CC=C3C2C=C1